N-(4-fluoro-5-(((2S,4R)-2-methyl-4-((2-methyl-2H-indazol-7-yl)oxy)pyrrolidin-1-yl)methyl)thiazol-2-yl)acetamide FC=1N=C(SC1CN1[C@H](C[C@H](C1)OC1=CC=CC2=CN(N=C12)C)C)NC(C)=O